4-[1-(4-fluorophenyl)-4-hydroxy-2-[1-(trifluoromethylsulfonyl)-3-piperidinyl]indol-3-yl]benzoic acid FC1=CC=C(C=C1)N1C(=C(C2=C(C=CC=C12)O)C1=CC=C(C(=O)O)C=C1)C1CN(CCC1)S(=O)(=O)C(F)(F)F